C(#N)C=1C=C(O[C@@H]2CN(CC2)C(=O)OC(C)(C)C)C=CC1/N=C/N(C)C tert-Butyl (3S)-3-[3-cyano-4-[(E)-dimethylaminomethyleneamino]phenoxy]pyrrolidine-1-carboxylate